C(C)OC(C(C)(C)OC1=C(C=C(C=C1C)CN1C(N(CC1(C)C)C1=CC=C(C=C1)Br)=O)C)=O 2-(4-((3-(4-Bromophenyl)-5,5-dimethyl-2-oxoimidazolin-1-yl)methyl)-2,6-dimethylphenoxy)-2-methylpropanoic acid ethyl ester